ClC1=C(C=CC(=C1NC=1C(=C2C(N(C=NC2=CC1)C)=O)C)F)NS(=O)(=O)N1CC(C1)(C)F N-(2-chloro-3-((3,5-dimethyl-4-oxo-3,4-dihydroquinazolin-6-yl)amino)-4-fluorophenyl)-3-fluoro-3-methylazetidine-1-sulfonamide